2-hydroxy-4,5-methylenedioxycinnamic acid OC1=C(C=CC(=O)O)C=C2C(=C1)OCO2